tert-butyl (3-(5-(4-((4-(2-(2,6-dioxopiperidin-3-yl)-1,3-dioxoisoindolin-5-yl)piperazin-1-yl)methyl)piperidine-1-carbonyl)-3-(4-(trifluoromethoxy)phenyl)-1H-indol-1-yl)propyl)carbamate O=C1NC(CCC1N1C(C2=CC=C(C=C2C1=O)N1CCN(CC1)CC1CCN(CC1)C(=O)C=1C=C2C(=CN(C2=CC1)CCCNC(OC(C)(C)C)=O)C1=CC=C(C=C1)OC(F)(F)F)=O)=O